1-(3-((2-((2-ethyl-4-(4-methylpiperazin-1-yl)phenyl)amino)-5-(trifluoromethyl)pyrimidin-4-yl)amino)propyl)-3-methyl-1,3-diazepan-2-one C(C)C1=C(C=CC(=C1)N1CCN(CC1)C)NC1=NC=C(C(=N1)NCCCN1C(N(CCCC1)C)=O)C(F)(F)F